Cis-8-dimethylamino-3-(5-fluoro-6-morpholin-4-yl-pyridin-3-yl)-8-phenyl-1,3-diazaspiro[4.5]decan-2-one CN(C1(CCC2(CN(C(N2)=O)C=2C=NC(=C(C2)F)N2CCOCC2)CC1)C1=CC=CC=C1)C